2-(4-amino-1-tert-butyl-pyrazolo[3,4-d]pyrimidin-3-yl)-3-chloro-N-methyl-1H-indole-6-carboxamide NC1=C2C(=NC=N1)N(N=C2C=2NC1=CC(=CC=C1C2Cl)C(=O)NC)C(C)(C)C